C(C)(C)(C)[Si](OCCOC1=CC=C(C=C1)C(F)(F)F)(C)C tert-butyldimethyl(2-(4-(trifluoromethyl)phenoxy)ethoxy)silane